tert-butyl N-(7-{[N-(2-methanesulfonylpyridin-3-yl)-1-{4H,5H,6H-pyrrolo[1,2-b]pyrazol-2-yl}formamido]methyl}quinolin-2-yl)carbamate CS(=O)(=O)C1=NC=CC=C1N(C(=O)C=1C=C2N(N1)CCC2)CC2=CC=C1C=CC(=NC1=C2)NC(OC(C)(C)C)=O